NCC(CN1N=CN(C1=O)C1=CC(=NC=C1)C=1C=C2CCC(N(C2=CC1)C)=O)=C(F)F 6-[4-[1-[2-(aminomethyl)-3,3-difluoro-allyl]-5-oxo-1,2,4-triazol-4-yl]-2-pyridyl]-1-methyl-3,4-dihydroquinolin-2-one